C(#N)C(C(=O)N)=CC1=CC(=CC=C1)F 2-cyano-3-(M-fluorophenyl)acrylamide